C12CN(CC(CC1)N2)C2=NC(=NC1=C(C(=CC=C21)C=2C=CC=C1C=CC(=NC21)N)F)OCC21CCCN1CCC2 8-(4-(3,8-diazabicyclo-[3.2.1]octan-3-yl)-8-fluoro-2-((tetrahydro-1H-pyrrolizin-7a(5H)-yl)methoxy)-quinazolin-7-yl)quinolin-2-amine